FC1(CC2(C1)C[C@@H](N(CC2)CC2=C1C=CN(C1=C(C=C2OC)C)C(=O)OC(C)(C)C)C=2C=NC(=CC2)C(=O)OC)F tert-butyl (R)-4-((2,2-difluoro-6-(6-(methoxycarbonyl)pyridin-3-yl)-7-azaspiro[3.5]nonan-7-yl)methyl)-5-methoxy-7-methyl-1H-indole-1-carboxylate